FC(C1=NC(=CC(=C1)C1=NN(C=N1)CC(=O)[O-])C(F)(F)F)(F)F 3-(2,6-bis(trifluoromethyl)pyridin-4-yl)-1H-1,2,4-triazole-1-acetate